7-acryloyl-9-(3-cyanocyclobutoxy)-2-(4-cyclobutylphenyl)-2,3,4,5a,6,7,8,9-octahydro-5H-1,2,5,7-tetraazabenzo[cd]azulene-5-carboxylate C(C=C)(=O)N1CC2C3=C(N(N=C3C(C1)OC1CC(C1)C#N)C1=CC=C(C=C1)C1CCC1)CCN2C(=O)[O-]